2-(Tert-Butoxycarbonyl)-6-(ethylsulfonyl)-1,2,3,4-tetrahydroisoquinoline-1-carboxylic acid C(C)(C)(C)OC(=O)N1C(C2=CC=C(C=C2CC1)S(=O)(=O)CC)C(=O)O